BrC=1C=C(C=C(C1)OCC(OC)OC)C1=CC=C(C=C1)C#N 3'-bromo-5'-(2,2-dimethoxyethoxy)-[1,1'-biphenyl]-4-carbonitrile